FC=1C=2OCC(N3C=C(C(C(=CC1F)C32)=O)CN([C@@H]3CN(CCC3)C=3C=NC(=CC3)C)CC3=CC(=NC=C3)C)C 6,7-difluoro-2-methyl-11-[[(2-methyl-4-pyridyl)methyl-[(3S)-1-(6-methyl-3-pyridyl)-3-piperidyl]amino]methyl]-4-oxa-1-azatricyclo[7.3.1.05,13]trideca-5(13),6,8,11-tetraen-10-one